BrC1=C2C(=NC(=C1)C)N(C=C2)C(=O)OC(C)(C)C tert-butyl 4-bromo-6-methyl-pyrrolo[2,3-b]pyridine-1-carboxylate